C(C(C)C)N1N=C(C=C1CC(C)C)Br 1,5-diisobutyl-3-bromopyrazole